2-aminoquinoline NC1=NC2=CC=CC=C2C=C1